N-(6-amino-5-methyl-3-pyridyl)-2-[(2R,5S)-5-methyl-2-[5-(1H-pyrazol-5-yl)-2-thienyl]-1-piperidyl]-2-oxo-acetamide NC1=C(C=C(C=N1)NC(C(=O)N1[C@H](CC[C@@H](C1)C)C=1SC(=CC1)C1=CC=NN1)=O)C